CC=1C=C(C=C(C1)C)N=C1C=CC(C=C1)=NC1=CC(=CC(=C1)C)C bis(3,5-dimethylphenyl)-1,4-benzoquinone diimine